FC=1C=C(C(=O)O)C=C(C1)C(C)CCC 3-fluoro-5-(pentan-2-yl)benzoic acid